CC1=C(C=NC=C1)[C@H]1N(CCC1)C (S)-4-methyl-3-(1-methylpyrrolidin-2-yl)pyridine